ClC1=C2C(N(C(=NC2=CC=C1)C(C)C)NC(C(C)C1=CC(=CC=C1)F)=O)=O N-(5-Chloro-2-isopropyl-4-oxo-4H-quinazolin-3-yl)-2-(3-fluoro-phenyl)-propionamide